dimethyl-2,2'-azobis(2,4-dimethylvaleric acid), dihydrochloride Cl.Cl.CC(CC(C(=O)O)(C)N=NC(C(=O)O)(CC(C)(C)C)C)(C)C